diethoxymethoxybromosilane C(C)OC(O[SiH2]Br)OCC